1-{5-[4-(trifluoromethoxy)phenyl]-1H-imidazol-2-yl}methylamine FC(OC1=CC=C(C=C1)C1=CN=C(N1)CN)(F)F